S1C=C(C=C1)C1=CC=C(C=C1)O 4-(3-thienyl)phenol